OCC(CC)N=C=S 1-(hydroxymethyl)propyl isothiocyanate